ClC=1C=C(C=CC1Cl)C(=O)N1[C@@H](C=2N(CC1)C(=NN2)C2=NC(=NS2)C)C (R)-(3,4-dichlorophenyl)(8-methyl-3-(3-methyl-1,2,4-thiadiazol-5-yl)-5,6-dihydro-[1,2,4]triazolo[4,3-a]pyrazin-7(8H)-yl)methanone